ClC1=C(C=C(OC2=NC(=NC=N2)NC=2C(=CC(=C(C2)C(C(=O)N)=C)N(C)CCN(C)C)OC)C=C1)OC 5-((4-(4-chloro-3-methoxyphenoxy)-1,3,5-triazin-2-yl)amino)-2-((2-(dimethylamino)ethyl(methyl)amino)-4-methoxyphenyl)acrylamide